fumaric acid di(hydroxypropyl) ester OCCCOC(\C=C\C(=O)OCCCO)=O